fluoroprop-2-en FCC=C